3-Chloro-2-((pyrazolo[1,5-a]pyrimidine-3-carboxamido)methyl)benzofuran-7-carboxylic acid ClC1=C(OC2=C1C=CC=C2C(=O)O)CNC(=O)C=2C=NN1C2N=CC=C1